NC1=C(NC(=C1C)C)C(=O)OCC Ethyl 3-amino-4,5-dimethyl-1H-pyrrole-2-carboxylate